BrC1=CC=C(C=C1)C1=C(N=C2N1C=CC=C2)C2=CC=CC=C2 3-(4-bromophenyl)-2-phenylimidazo[1,2-a]pyridine